CON=C1C2=C(NC=N1)N(C=C2)[C@@H]2O[C@@H]([C@H]([C@H]2O)O)[C@](C)(O)C2=CC=C(C=C2)Cl 7-((2R,3R,4S,5S)-5-((R)-1-(4-chlorophenyl)-1-hydroxyethyl)-3,4-dihydroxytetrahydrofuran-2-yl)-1,7-dihydro-4H-pyrrolo[2,3-d]pyrimidin-4-one O-methyl oxime